C(C)(C)C1=C(C=NC=N1)N 6-isopropyl-pyrimidin-5-amine